7-chloro-1-isobutyl-1H-indol ClC=1C=CC=C2C=CN(C12)CC(C)C